Tert-butyl (4-(benzo[d]thiazol-7-yl)benzyl)carbamate S1C=NC2=C1C(=CC=C2)C2=CC=C(CNC(OC(C)(C)C)=O)C=C2